C1(=CC(=CC=C1)CC1N(CC2(CC2)C1NS(=O)(=O)C)C(=O)C1CC(C1)(F)F)C1=CC=CC=C1 N-(6-([1,1'-biphenyl]-3-ylmethyl)-5-(3,3-difluorocyclobutane-1-carbonyl)-5-azaspiro[2.4]heptan-7-yl)methanesulfonamide